ClC1=C(OC2=NC=C(C(=C2)S(=O)(=O)N[C@H]2[C@H](CC2)O)O)C(=CC(=C1)N1N=C(C(NC1=O)=O)C(F)F)Cl 2-[2,6-dichloro-4-[6-(difluoromethyl)-3,5-dioxo-1,2,4-triazin-2-yl]phenoxy]-5-hydroxy-N-[(1R,2S)-2-hydroxycyclobutyl]pyridine-4-sulfonamide